1-(2,4-Dihydroxy-6-methoxyphenyl)-3-(4-hydroxyphenyl)prop-2-en-1-one OC1=C(C(=CC(=C1)O)OC)C(C=CC1=CC=C(C=C1)O)=O